C[C@]1(CC2=CCCC([C@@H]2CC1)(C)C)O (2S-4aS)-2,5,5-trimethyl-1,3,4,4a,6,7-hexahydronaphthalen-2-ol